C[C@@]12C[C@H](N([C@H]2C1)C(CNC(C1=CC(=CC=C1)OC1=CC=CC=C1)=O)=O)C(=O)NCC1=CC(=CS1)C(OC)=N methyl 5-(((1S,3S,5S)-5-methyl-2-((3-phenoxybenzoyl)glycyl)-2-azabicyclo[3.1.0]hexane-3-carboxamido)methyl)thiophene-3-carbimidate